Cl.Cl.Cl.ClC1=C(C=CC=C1)[C@]1([C@@H](CCCC1)NCCCN1CCCC1)NC Trans-(1R,2R)-1-(2-chlorophenyl)-N1-methyl-N2-(3-(pyrrolidin-1-yl)propyl)-cyclohexane-1,2-diamine trihydrochloride